C(C)(C)C1=C(C=CC=C1)C=1C=C2CCN[C@H](C2=CC1)CNC1=C(C(=O)O)C=CN=C1 (R)-3-(((6-(2-isopropylphenyl)-1,2,3,4-tetrahydroisoquinolin-1-yl)methyl)amino)isonicotinic acid